FC1=C(C=CC(=C1)N1N=CC=C1)NC1=NC=C2C=CC(=NC2=C1)C(C1(CCN(CC1)C)O)O 4-[(7-[[2-fluoro-4-(pyrazol-1-yl)phenyl]amino]-1,6-naphthyridin-2-yl)(hydroxy)methyl]-1-methylpiperidin-4-ol